C(C)(C)(C)OC(=O)N1C(CN(CC1C)C1=C2C=CN=NC2=C(C=C1)C(NC=1C=C(C=2N(C1)C=C(N2)C)F)=O)C 4-[8-({8-fluoro-2-methylimidazo[1,2-a]pyridin-6-yl}carbamoyl)cinnolin-5-yl]-2,6-dimethylpiperazine-1-carboxylic acid tert-butyl ester